C(C)(C)(C)OC(=O)NC(C(=O)O)C(F)(F)F 2-{[(tert-Butoxy)carbonyl]amino}-3,3,3-trifluoropropanoic acid